C1(CCC1)OC=1C=C(C=C(C1)F)N1CC2=CC(=C(C=C2CC1)CCC(=O)OCC)F ethyl 3-(2-(3-cyclobutoxy-5-fluorophenyl)-7-fluoro-1,2,3,4-tetrahydroisoquinolin-6-yl)propanoate